C(C1=CC=CC=C1)OC=1C=CC2=C(C(=C(O2)C)C(=O)NC2C(CNCC2)(F)F)C1 5-(benzyloxy)-N-(3,3-difluoropiperidin-4-yl)-2-methylbenzofuran-3-carboxamide